(2-(4-(1-(benzo[d]thiazol-5-yl)ethyl)piperazin-1-yl)pyrimidin-5-yl)(methyl)(methylimino)-λ6-sulfanone S1C=NC2=C1C=CC(=C2)C(C)N2CCN(CC2)C2=NC=C(C=N2)S(=O)(=NC)C